C(C)(C)(C)OC(=O)N(C(OC(C)(C)C)=O)C1=NN2C(C=C(C=C2)C2=NC=CC(=C2F)C=2C=NN(C2)[C@H](C)C2=CC=C(C=C2)F)=N1 |r| racemic-tert-butyl (tert-butoxycarbonyl)(7-(3-fluoro-4-(1-(1-(4-fluorophenyl)ethyl)-1H-pyrazol-4-yl)pyridin-2-yl)-[1,2,4]triazolo[1,5-a]pyridin-2-yl)carbamate